O[C@H](C(=O)[O-])CC(=O)[O-] (2S)-HYDROXYBUTANEDIOATE